6'-(tert-butyl)-2'-oxo-6',7'-dihydro-2'H,10'H,12'H-spiro[oxetane-3,11'-[1,4]dioxepino[2,3-g]pyrido[2,1-a]isoquinoline]-3'-carboxylic acid C(C)(C)(C)C1N2C(C3=CC4=C(C=C3C1)OCC1(CO4)COC1)=CC(C(=C2)C(=O)O)=O